4-((4-(piperazin-1-ylmethyl)piperidin-1-yl)methyl)piperidine-1-carboxylic acid tert-butyl ester C(C)(C)(C)OC(=O)N1CCC(CC1)CN1CCC(CC1)CN1CCNCC1